CS(=O)(=O)OCC1(CCN(CC1)NC1=C2C(=NC=C1N)N(C=C2)S(=O)(=O)C2=CC=C(C)C=C2)C (4-methyl-1-((5-amino-1-p-toluenesulfonyl-1H-pyrrolo[2,3-b]pyridine-4-yl)amino)piperidine-4-yl)methyl methanesulfonate